FC1=C(C(=CC=C1)F)[C@H]1CC(=NO1)C=1N=C(SC1)C1CCN(CC1)C(CN1N=C(C=C1C)C(F)(F)F)=O 1-[4-[4-[5R-(2,6-difluorophenyl)-4,5-dihydro-3-isoxazolyl]-2-thiazolyl]-1-piperidinyl]-2-[5-methyl-3-(trifluoromethyl)-1H-pyrazol-1-yl]ethanone